N-(2-(4-(3-(4-methoxyphenyl)-1,2,4-oxadiazol-5-yl)piperidin-1-yl)-2-oxoethyl)-3,4-dimethylbenzamide COC1=CC=C(C=C1)C1=NOC(=N1)C1CCN(CC1)C(CNC(C1=CC(=C(C=C1)C)C)=O)=O